FC1=CC=C(C=C1)C1=NOC(=C1COC1=NC=2CCN(CC2C=C1)C(=O)C1=CC=NO1)C 2-{[3-(4-fluorophenyl)-5-methyl-1,2-oxazol-4-yl]methoxy}-6-(1,2-oxazole-5-carbonyl)-5,6,7,8-tetrahydro-1,6-naphthyridine